4-(7-((3-Cyclopropyl-1-methyl-1H-pyrazol-5-yl)sulfonyl)-7-azaspiro[3.5]nonan-2-yl)morpholine C1(CC1)C1=NN(C(=C1)S(=O)(=O)N1CCC2(CC(C2)N2CCOCC2)CC1)C